C(C)(C)(C)OC(=O)N(C(OC(C)(C)C)=O)C1=NC(=C(C(=N1)C1CC1)B1OC(C(O1)(C)C)(C)C)OC tert-butyl N-tert-butoxycarbonyl-N-[4-cyclopropyl-6-methoxy-5-(4,4,5,5-tetramethyl-1,3,2-dioxaborolan-2-yl)pyrimidin-2-yl]carbamate